N(=[N+]=[N-])CCC=1OC2=C(C1)C=C(C=C2C(F)(F)F)C2=CC=C(C=N2)C(=O)N2CCC(CC2)(F)F (6-(2-(2-azidoethyl)-7-(trifluoromethyl)benzofuran-5-yl)pyridin-3-yl)(4,4-difluoropiperidin-1-yl)methanone